ClC(CCC[Al])Cl dichloron-butylaluminum